(2R)-2-(6-{5-chloro-2-[(oxacyclohex-4-yl)amino]pyrimidin-4-yl}-1-oxo-2,3-dihydro-1H-isoindol-2-yl)-N-[(1S)-1-(5-chloro-3-fluoropyridin-2-yl)-2-hydroxyethyl]propionamide ClC=1C(=NC(=NC1)NC1CCOCC1)C1=CC=C2CN(C(C2=C1)=O)[C@@H](C(=O)N[C@H](CO)C1=NC=C(C=C1F)Cl)C